NC1=C(C(=O)NC2=NC=C(C=C2)Br)C=CC=C1 amino-N-(5-bromopyridin-2-yl)benzamide